O=C1NC(CCC1N1C(N(C2=C1C=CC(=C2)C2=NN(C=C2)CC(=O)NC2=CC1=CC(=C(C(=C1C=C2)F)N2S(NC(C2)=O)(=O)=O)O)C)=O)=O 2-[3-[1-(2,6-dioxo-3-piperidyl)-3-methyl-2-oxo-benzimidazol-5-yl]pyrazol-1-yl]-N-[5-fluoro-7-hydroxy-6-(1,1,4-trioxo-1,2,5-thiadiazolidin-2-yl)-2-naphthyl]acetamide